6-((4-((5-Cyclopropyl-3-(2,6-dichlorophenyl)isoxazol-4-yl)methoxy)bicyclo[2.2.2]octan-1-yl)methoxy)pyrazin C1(CC1)C1=C(C(=NO1)C1=C(C=CC=C1Cl)Cl)COC12CCC(CC1)(CC2)COC2=CN=CC=N2